4-(4-(6,6-difluoro-1,4-diazepan-1-yl)-2-(((2R,7aS)-2-fluorotetrahydro-1H-pyrrolizin-7a(5H)-yl)meth-oxy)-5,6,7,8-tetrahydro-quinazolin-7-yl)benzo[d]-thiazol-2-amine FC1(CNCCN(C1)C1=NC(=NC=2CC(CCC12)C1=CC=CC2=C1N=C(S2)N)OC[C@]21CCCN1C[C@@H](C2)F)F